hydroxy-beta-methylbutyric acid OC(C(=O)O)C(C)C